CC(C)(C)OC(=O)NC(CNC(=O)OCC1=CC=CC=C1)C(=O)O Boc-N3-Cbz-L-2,3-diaminopropionic acid